copper-silver-gallium [Ga].[Ag].[Cu]